trioctyl-boroxine C(CCCCCCC)B1OB(OB(O1)CCCCCCCC)CCCCCCCC